FC(C(=O)C1=CC=C(C=C1)C([2H])([2H])[2H])(F)F 2,2,2-trifluoro-1-(4-(methyl-d3)phenyl)ethan-1-one